C(CCCCCCC)(=O)[O-].C(CCC)[Sn+3].C(CCCCCCC)(=O)[O-].C(CCCCCCC)(=O)[O-] Butyltin octanoate